2-methoxy-5-[1-(3,4,5-trimethoxyphenyl)-1H-imidazo[4,5-c]pyridin-7-yl]phenol COC1=C(C=C(C=C1)C=1C2=C(C=NC1)N=CN2C2=CC(=C(C(=C2)OC)OC)OC)O